C(CCC)C=1N(C(NN1)=O)N butyl-4-amino-1,2,4-triazol-3-one